CC1=CN=C2C(NC(=NC2=N1)N1CCN(CC1)C)=O 7-methyl-2-(4-methylpiperazin-1-yl)-3H-pteridin-4-one